CN1C(=NC=C1C1=CC(=C(C=C1)NC=1N=CC2=C(N1)C(=NC=C2)C=2C=NN(C2)C)OC)C N-(4-(1,2-dimethyl-1H-imidazol-5-yl)-2-methoxyphenyl)-8-(1-methyl-1H-pyrazol-4-yl)pyrido[3,4-d]pyrimidin-2-amine